C1(CC1)C=1N=C(SC1)C(O)C1=CC=C(C=C1)F (4-Cyclopropylthiazol-2-yl)(4-fluorophenyl)methanol